N-(4-amino-1H-pyrazolo[4,3-c]pyridin-7-yl)-2-oxo-2-[rac-(2R,5S)-2-[2-[3-(dimethylamino)propyl]-1,3-benzothiazol-5-yl]-5-methyl-1-piperidyl]acetamide NC1=NC=C(C2=C1C=NN2)NC(C(N2[C@H](CC[C@@H](C2)C)C=2C=CC1=C(N=C(S1)CCCN(C)C)C2)=O)=O |r|